N-myristyl-N-methylmorpholinium methyl-sulfate COS(=O)(=O)[O-].C(CCCCCCCCCCCCC)[N+]1(CCOCC1)C